ClC=1C=C(C=NC1C=1C=NN(C1)C1CC1)NC(=O)C=1C=NN(C1C(F)(F)F)C1=C2C=CNC(C2=CC=C1)=O N-(5-chloro-6-(1-cyclopropyl-1H-pyrazol-4-yl)pyridin-3-yl)-1-(1-oxo-1,2-dihydroisoquinolin-5-yl)-5-(trifluoromethyl)-1H-pyrazole-4-carboxamide